C(C)(C)(C)OC(=O)N1CC(C(CC1)=O)C([2H])([2H])[2H].CC=1N=C2N(C(=C(C(=N2)C)O[C@H]2CN(CC2)C2=CC=C(C=C2)C2=CC=C(N=N2)CN2CCOCC2)C)C1 4-[[6-[4-[(3R)-3-(2,5,7-trimethylimidazo[1,2-a]pyrimidin-6-yl)oxypyrrolidin-1-yl]phenyl]pyridazin-3-yl]methyl]morpholine tert-butyl-3-(methyl-d3)-4-oxopiperidine-1-carboxylate